methyl 2-(benzylamino)-2,5,5-trimethylhexanoate C(C1=CC=CC=C1)NC(C(=O)OC)(CCC(C)(C)C)C